C(C=C)(=O)OCCCCCCCC[Si](OCC)(OCC)CC acryloyloxyoctylethyldiethoxysilane